O1CCN(CC1)CC1=CN=C2N1C=C(C=C2)C(=O)O 3-(morpholinomethyl)imidazo[1,2-a]pyridine-6-carboxylic acid